glyceryl maleat C(\C=C/C(=O)[O-])(=O)OCC(O)CO